Acetyl-cysteine methyl ester COC([C@@H](NC(C)=O)CS)=O